C1(=CC=CC=C1)C(CC1=CC=CC=C1)=NN 2-(1,2-diphenylethylidene)hydrazine